ClC=1C=CC(=C(C(=O)NC2=C(C=C(C=C2)NC2CCCC2)Cl)C1)OC1CCN(CC1)C 5-Chloro-N-(2-chloro-4-(cyclopentylamino)phenyl)-2-((1-methylpiperidin-4-yl)oxy)benzamide